C(C)OC(=O)C=1N=CC=2CN(CCC2C1)C1=NC(=CC(=C1)OC)F 7-(6-fluoro-4-methoxypyridin-2-yl)-5,6,7,8-tetrahydro-2,7-naphthyridine-3-carboxylic acid ethyl ester